3-fluoro-3-(2-(trimethylsilyl)ethynyl)azetidine-1-carboxylic acid tert-butyl ester C(C)(C)(C)OC(=O)N1CC(C1)(C#C[Si](C)(C)C)F